1,2-dimethyl-1H-imidazole-4,5-dinitrile CN1C(=NC(=C1C#N)C#N)C